CS(=O)(=O)CC1=NSC(=C1)C(=O)O 3-(methylsulfonylmethyl)isothiazole-5-carboxylic acid